FC(C(=O)O)(F)F.C1(=CC=CC=C1)[C@@H]1C[C@@H](NCC1)C(=O)N[C@@H](C)C(=O)OCC1=CC=CC=C1 benzyl ((2R,4S)-4-phenylpiperidine-2-carbonyl)-L-alaninate trifluoroacetate